5-((4-(azetidin-3-yl)piperazin-1-yl)methyl)-2-(2,6-dioxopiperidin-3-yl)isoindoline-1,3-dione N1CC(C1)N1CCN(CC1)CC=1C=C2C(N(C(C2=CC1)=O)C1C(NC(CC1)=O)=O)=O